ClC=1C=NC(=NC1)[C@H]([C@H](C)S(=O)(=O)NC1=NN=C(N1C=1C(=NC=NC1OC)OC)[C@@H]1[C@@H](CCCC1)CO)OC (1R,2S)-1-(5-chloropyrimidin-2-yl)-N-(4-(4,6-dimethoxypyrimidin-5-yl)-5-((1S,2R)-2-(hydroxymethyl)cyclohexyl)-4H-1,2,4-triazol-3-yl)-1-methoxypropane-2-sulfonamide